C1N(CCN2C1=CC=1CCCCC21)C2=C(C=O)C(=CC=N2)C2=CN(C(C(=C2)NC2=NC=C(C=C2)N2[C@H](CN(CC2)C2COC2)C)=O)C (S)-2-(3,4,6,7,8,9-Hexahydropyrazino[1,2-a]indol-2(1H)-yl)-4-(1-methyl-5-(5-(2-methyl-4-(oxetan-3-yl)piperazin-1-yl)pyridin-2-ylamino)-6-oxo-1,6-dihydropyridin-3-yl)nicotinaldehyde